6-((1R,5S,6r)-3-oxa-bicyclo[3.1.0]hexan-6-yl)-2-(2-fluorobenzyl)-3-hydroxy-2H-pyrazolo[3,4-d]pyridazin-7(6H)-one [C@H]12COC[C@@H]2C1N1N=CC=2C(C1=O)=NN(C2O)CC2=C(C=CC=C2)F